boryl carbonate C(OB)([O-])=O